C1=CC=C(C(=C1)C(=O)NCC(=O)[O-])I.[Na+] sodium iodohippurate